CSCC(=O)[O-] (methylsulfanyl)acetate